(S)-2-((((9H-fluoren-9-yl)methoxy)carbonyl)amino)-3-(6-(3-((tert-butoxycarbonyl)amino)azetidin-1-yl)pyridin-3-yl)propanoic acid C1=CC=CC=2C3=CC=CC=C3C(C12)COC(=O)N[C@H](C(=O)O)CC=1C=NC(=CC1)N1CC(C1)NC(=O)OC(C)(C)C